glucuronate O=C[C@H](O)[C@@H](O)[C@H](O)[C@H](O)C(=O)[O-]